C(C)C1(CC2C(N(OC2(C)C)C)C(C1)C)CC 5,5-diethyl-1,3,3,7-tetramethyloctahydrobenzo[c]isoxazole